[N-](S(=O)(=O)C(F)(F)F)S(=O)(=O)C(F)(F)F.C(CCCCCCC)N1C=[N+](C=C1)C 1-octyl-3-methylimidazolium-bis(trifluoromethanesulfonyl)imide salt